BrC1=C(C=C(C=C1)NC=1NC=CN1)S(=O)(=O)N1CCCC1 N-(4-bromo-3-pyrrolidin-1-ylsulfonyl-phenyl)-1H-imidazol-2-amine